(S)-5-bromo-2-(1-cyclopropylethyl)-7-morpholinoisoindolin-1-one BrC=1C=C2CN(C(C2=C(C1)N1CCOCC1)=O)[C@@H](C)C1CC1